N-(2,3-difluoro-4-(((S)-tetrahydrofuran-2-yl)methoxy)phenyl)-7-fluoro-6-(((S)-pyrrolidin-3-yl)oxy)pyrido[3,2-d]pyrimidin-4-amine FC1=C(C=CC(=C1F)OC[C@H]1OCCC1)NC=1C2=C(N=CN1)C=C(C(=N2)O[C@@H]2CNCC2)F